C(C)(C)(C)N(C(O)=O)C1=C(C=CC(=C1)C#N)B1OC(C(O1)(C)C)(C)C.COC([C@H](CO)NC(=O)OC(C)(C)C)=O.OCCNC(CCCCC(=O)NCCO)=O N,N'-bis(beta-hydroxyethyl)adipamide methyl-(2S)-2-[(tert-butoxycarbonyl)amino]-3-hydroxypropanoate tert-butyl-(5-cyano-2-(4,4,5,5-tetramethyl-1,3,2-dioxaborolan-2-yl)phenyl)carbamate